3-chloro-4-fluorophenol ClC=1C=C(C=CC1F)O